BrC1=C(N(C2=C(C=C(C(=C2C1=O)F)F)C)C)CCBr 3-bromo-2-(bromoethyl)-5,6-difluoro-1,8-dimethylquinolin-4(1H)-one